O[C@@]1(C(N(CC1)C)=O)C1=NN(C(=C1)C1=CC(=CC=C1)B1OC(C(O1)(C)C)(C)C)C (R,S)-3-hydroxy-1-methyl-3-(1-methyl-5-(3-(4,4,5,5-tetramethyl-1,3,2-dioxaborolan-2-yl)phenyl)-1H-pyrazol-3-yl)pyrrolidin-2-one